FC1=CC=C(CN2C(=NC=3C2=NC=CC3)CCC(=O)NC(CO)C3=CC=C(C=C3)F)C=C1 3-[3-(4-Fluoro-benzyl)-3H-imidazo[4,5-b]pyridin-2-yl]-N-[1-(4-fluoro-phenyl)-2-hydroxy-ethyl]-propionamide